trans-2-(2-(4-(4-amino-3-(4-phenoxyphenyl)-1H-pyrazolo[3,4-d]pyrimidin-1-yl)-3-fluoropiperidin-1-yl)-7-azaspiro[3.5]non-7-yl)acetic acid tert-butyl ester C(C)(C)(C)OC(CN1CCC2(CC(C2)N2C[C@H]([C@@H](CC2)N2N=C(C=3C2=NC=NC3N)C3=CC=C(C=C3)OC3=CC=CC=C3)F)CC1)=O